5-fluoro-1-(3-hydroxy-3-methyl-butyl)-3-methyl-6-nitro-benzimidazol-2-one FC1=CC2=C(N(C(N2C)=O)CCC(C)(C)O)C=C1[N+](=O)[O-]